C1(CCCC1)C1=C(C=C(COC2=CC=3C4=C(NC3C=C2)[C@H](CC4)CC(=O)O)C=C1)C(F)(F)F (R)-2-(7-((4-cyclopentyl-3-(trifluoromethyl)benzyl)oxy)-1,2,3,4-tetrahydrocyclopenta[b]indol-3-yl)acetic acid